3-(2-(3-azabicyclo[3.1.0]hexan-3-yl)ethyl)-6-fluoro-5-methoxy-1H-indazole fumarate C(\C=C\C(=O)O)(=O)O.C12CN(CC2C1)CCC1=NNC2=CC(=C(C=C12)OC)F